Cl.NC1CN(CC(C1)O)C(=O)C1=CC2=C(N(C(=N2)C=2N(C3=CC=CC=C3C2)CC)C)C=C1 (3-amino-5-hydroxypiperidin-1-yl)(2-(1-ethyl-1H-indol-2-yl)-1-methyl-1H-benzo[d]imidazol-5-yl)methanone hydrochloride